N-[4-(4-amino-3-methylsulfanyl-phenoxy)-2-pyridyl]-methanesulfonamide NC1=C(C=C(OC2=CC(=NC=C2)NS(=O)(=O)C)C=C1)SC